4-(4-methoxyphenyl)-10-methyl-6-phenylpyrido[2,1-a]isoquinolin-5-ium trifluoromethanesulfonate FC(S(=O)(=O)[O-])(F)F.COC1=CC=C(C=C1)C1=CC=CC=2[N+]1=C(C=C1C=CC(=CC21)C)C2=CC=CC=C2